FC1(CCN(CC1)C1=NC(=CC2=CC=NC=C12)NC(C1=C(C=C(C=C1)I)F)=O)F N-(1-(4,4-difluoropiperidin-1-yl)-2,7-naphthyridin-3-yl)-2-fluoro-4-iodobenzamide